4-isobutyl-2-(4-((6-methyl-4-oxo-4H-pyrido[1,2-a]pyrimidin-2-yl)methyl)piperazin-1-yl)benzonitrile C(C(C)C)C1=CC(=C(C#N)C=C1)N1CCN(CC1)CC=1N=C2N(C(C1)=O)C(=CC=C2)C